IC(C(=C(I)I)I)(I)I hexaiodopropylene